C1(=CC=C(C=C1)C#C[C@@]1(OC2=CC=CC=C2C(C1)=O)C(=O)OC)C1=CC=CC=C1 methyl (R)-2-([1,1'-biphenyl]-4-ylethynyl)-4-oxochromane-2-carboxylate